diisooctyl cyclohexane-1,2-Dicarboxylate C1(C(CCCC1)C(=O)OCCCCCC(C)C)C(=O)OCCCCCC(C)C